3-Amino-5-(2-(benzyloxy)ethyl)-1-methyl-1,5-dihydro-4H-pyrrolo[3,2-c]pyridin-4-one NC1=CN(C2=C1C(N(C=C2)CCOCC2=CC=CC=C2)=O)C